lithium 2-(tert-butyl)-2-methylpropionate C(C)(C)(C)C(C(=O)[O-])(C)C.[Li+]